3-(2-amino-[1,2,4]triazolo[1,5-a]pyridin-7-yl)-6-chloro-2-fluoro-N-((2R,3S)-2-fluoro-3-(4-fluorophenyl)-3-hydroxybutyl)benzamide NC1=NN2C(C=C(C=C2)C=2C(=C(C(=O)NC[C@H]([C@@](C)(O)C3=CC=C(C=C3)F)F)C(=CC2)Cl)F)=N1